1,6-Diamino-2,2-difluorohexane NCC(CCCCN)(F)F